5-(7,8-dimethyl-[1,2,4]triazolo[1,5-a]pyridin-6-yl)-6-isopropyl-2-(piperazin-1-yl)-4H-pyrrolo[3,2-d]thiazol CC1=C(C=2N(C=C1C1=C(C=3N=C(SC3N1)N1CCNCC1)C(C)C)N=CN2)C